NC(C(=O)O)CC(CF)(C)C 2-amino-5-fluoro-4,4-dimethylpentanoic acid